tert-butyl ((1R,2R)-2-(dimethylamino)-2,3-dihydro-1H-inden-1-yl)carbamate CN([C@H]1[C@@H](C2=CC=CC=C2C1)NC(OC(C)(C)C)=O)C